CN(C)CC1=C(CNC=2C=NC=CC2C(=O)O)C=CC=C1 3-({2-[(dimethylamino)methyl]benzyl}amino)pyridine-4-carboxylic acid